N(C1=CC=CC=C1)C1=NC=CC(=N1)C1=CC(NC(=C1)N1CCOCC1)=O 4-(2-Anilinopyrimidin-4-yl)-6-morpholino-1H-pyridin-2-on